[N+](=O)([O-])C=1C=C(C=CC1)C(\C=C\CCCC)=O (E)-1-(3-nitrophenyl)-2-hepten-1-one